CC1=CC=C(C(=O)OC2=CC(=CC(=C2)C=NC2=CC=C(C=C2)CN(CC)CC)Cl)C=C1 3-chloro-5-((4-((dieth-ylamino)methyl)phenylimino)methyl)phenyl 4-methylbenzoate